OC1(CCN(CC1)C(=O)OC(C)(C)C)CC1=C(C=CC=C1)C(F)(F)F Tert-Butyl 4-hydroxy-4-[[2-(trifluoromethyl)phenyl]methyl]piperidine-1-carboxylate